Cl.N1C[C@@H](CCC1)NC=1N=NC(=C2C1N=CC=C2)C2=C(C=C(C=C2)C(F)(F)F)O (R)-2-(8-(piperidin-3-ylamino)pyrido[2,3-d]pyridazin-5-yl)-5-(trifluoromethyl)phenol hydrochloride